[2-(2,6-dioxopiperidin-3-yl)-4-(2-hydroxy-2-methylpropoxy)-3-oxo-2,3-dihydro-1H-isoindol-5-yl]methyl N-[4-(3,4-difluorophenoxy)-2-fluorophenyl]carbamate FC=1C=C(OC2=CC(=C(C=C2)NC(OCC=2C(=C3C(N(CC3=CC2)C2C(NC(CC2)=O)=O)=O)OCC(C)(C)O)=O)F)C=CC1F